C1(CCCCC1)C1C(CNCC1)C(=O)N 4-cyclohexylpiperidine-3-carboxamide